tert-butyl N-(7-{4-[(3'-{[(4,6-dimethyl-2-oxo-1H-pyridin-3-yl)methyl]carbamoyl}-5'-[ethyl(oxan-4-yl)amino]-4'-methyl-[1,1'-biphenyl]-4-yl)methyl]piperazin-1-yl}heptyl)carbamate CC1=C(C(NC(=C1)C)=O)CNC(=O)C=1C=C(C=C(C1C)N(C1CCOCC1)CC)C1=CC=C(C=C1)CN1CCN(CC1)CCCCCCCNC(OC(C)(C)C)=O